3,4,5-triFluoroaniline FC=1C=C(N)C=C(C1F)F